3-((R)-2-((S)-1-(7,8-dichloro-4-(1H-imidazol-1-yl)quinolin-2-yl)pyrrolidin-2-yl)-2-hydroxyethoxy)propionic acid ClC1=CC=C2C(=CC(=NC2=C1Cl)N1[C@@H](CCC1)[C@H](COCCC(=O)O)O)N1C=NC=C1